(S)-1-(4-((5R,7R)-7-hydroxy-5-methyl-6,7-dihydro-5H-cyclopenta[d]pyrimidin-4-yl)piperazin-1-yl)-3-(isopropylamino)-2-(4-(trifluoromethoxy)phenyl)propan-1-one O[C@@H]1C[C@H](C2=C1N=CN=C2N2CCN(CC2)C([C@H](CNC(C)C)C2=CC=C(C=C2)OC(F)(F)F)=O)C